2-[(6S)-6-[[5-(trifluoromethyl)pyrazin-2-yl]methyl]-2-azaspiro[3.4]octane-2-carbonyl]-7-oxa-2,5-diazaspiro[3.4]octan-6-one FC(C=1N=CC(=NC1)C[C@@H]1CC2(CN(C2)C(=O)N2CC3(C2)NC(OC3)=O)CC1)(F)F